(5-Isobutyl-4-methyl-3-(4-((2-(trifluoromethyl)-1H-imidazol-1-yl)methyl)phenyl)thiophen-2-yl)sulfonylcarbamic acid methyl ester COC(NS(=O)(=O)C=1SC(=C(C1C1=CC=C(C=C1)CN1C(=NC=C1)C(F)(F)F)C)CC(C)C)=O